CC1=C(C(CCC1)(C)C)CCC(C)=O 4-(2,6,6-Trimethyl-1-cyclohexenyl)-butan-2-one